FC1=C(C=C(C(=C1)[N+](=O)[O-])OC)F 1,2-difluoro-4-methoxy-5-nitrobenzene